[1,1':3',1''-terphenyl]-3-ylboronic acid C1(=CC(=CC=C1)B(O)O)C1=CC(=CC=C1)C1=CC=CC=C1